tert-butyl 2-{[(2-amino-5-fluorophenyl)methyl]amino}acetate NC1=C(C=C(C=C1)F)CNCC(=O)OC(C)(C)C